N-(5-phenylisoxazol-3-yl)pyridine-3-sulfonamide C1(=CC=CC=C1)C1=CC(=NO1)NS(=O)(=O)C=1C=NC=CC1